C(C)OC(=O)C=1C=NN(C1)C1OCCCC1 1-(tetrahydro-2H-pyran-2-yl)-1H-pyrazole-4-carboxylic acid ethyl ester